FC=1C=C(C2=C(SC=C2)C1)N1CCN(CC1)CCC1=CC=C2CCC(N(C2=C1)C(CN)=O)=O 7-(2-(4-(6-fluorobenzo[b]thiophen-4-yl)piperazin-1-yl)ethyl)-1-glycyl-3,4-dihydroquinolin-2(1H)-one